2,4,4-Trichloro-2-hydroxyphenol ClC1(C(C=CC(C1)(Cl)Cl)O)O